CN1C(=NC2=C1C=C(C(=C2)C2=CC=CN1C(=CC=C21)C(=O)C2=CC(=C(C(=C2)F)NC(\C=C\CN[C@@H]2COCC2)=O)F)C(F)(F)F)C (S,E)-N-(4-(8-(1,2-dimethyl-6-(trifluoromethyl)-1H-benzo[d]imidazol-5-yl)indolizine-3-carbonyl)-2,6-difluorophenyl)-4-((tetrahydrofuran-3-yl)amino)but-2-enamide